3-methyl-3-piperidinecarboxylic acid CC1(CNCCC1)C(=O)O